O=C1N(C(N2C1CN(CC2)C(=O)C2=CC=C(C(=O)N1C[C@H]([C@@H](C1)C(=O)N[C@@H]1[C@H](C1)C1=CC=CC=C1)C(=O)N[C@@H]1[C@H](C1)C1=CC=CC=C1)C=C2)=O)CCCCCCCCCCCCCC (3S,4S)-1-(4-(1,3-dioxo-2-tetradecyloctahydroimidazo[1,5-a]pyrazine-7-carbonyl)benzoyl)-N3,N4-bis((1S,2R)-2-phenylcyclopropyl)pyrrolidine-3,4-dicarboxamide